C1C[C@H](NC1)CO (S)-(+)-2-(hydroxymethyl)pyrrolidine